amino-3,8-dimethyl-imidazo[4,5-f]-quinoxaline NC=1N(C=2C(=C3N=C(C=NC3=CC2)C)N1)C